CN(C)CCN1N=NN=C1S 1-(N,N-dimethylaminoethyl)-5-mercapto-tetrazole